2,2',2''-[10-(carboxymethyl)-2-(4-ethoxybenzyl)-1,4,7,10-tetraazacyclododecane-1,4,7-triyl]triacetat C(=O)(O)CN1CCN(CCN(CC(N(CC1)CC(=O)[O-])CC1=CC=C(C=C1)OCC)CC(=O)[O-])CC(=O)[O-]